tert-butyl N-amino-N-[[(3R)-2-oxo-3-piperidyl]methyl]carbamate NN(C(OC(C)(C)C)=O)C[C@@H]1C(NCCC1)=O